Cl.N1[C@@H](COCC1)CO (R)-morpholin-3-ylmethanol hydrochloride